(R)-4-(3-(5-(trifluoromethyl)pyridin-2-yloxy)pyrrolidin-1-yl)biphenyl-3-carboxamide FC(C=1C=CC(=NC1)O[C@H]1CN(CC1)C1=C(C=C(C=C1)C1=CC=CC=C1)C(=O)N)(F)F